FC1(CCN(CC1)C1=NC(=CC(=N1)C#N)C)F 2-(4,4-Difluoropiperidin-1-yl)-6-methylpyrimidine-4-carbonitrile